3,3-dimethyl-1-propylindole CC1(CN(C2=CC=CC=C12)CCC)C